BrC=1C=CC2=C(C=C3N2C=CN(C3=O)C3CC3)N1 bromo-8-cyclopropylpyrido[2',3':4,5]pyrrolo[1,2-a]pyrazin-9(8H)-one